The molecule is a diol that is pentane-1,5-diol in which the methylene group at position 3 is replaced by a sulfur atom It has a role as an antioxidant, a solvent, a metabolite and an antineoplastic agent. It is a diol and an aliphatic sulfide. It derives from a mercaptoethanol. C(CSCCO)O